C(=O)O.C(C=C)(=O)N1[C@H](CN(CC1)C1=NC(=NC=2C=C(CCC12)C1=CC=CC2=CC=CC=C12)OC[C@H]1N(CCC1)C)CC#N 2-((S)-1-propenoyl-4-(2-(((S)-1-methylpyrrolidin-2-yl)methoxy)-7-(naphthalen-1-yl)-5,6-dihydroquinazolin-4-yl)piperazin-2-yl)acetonitrile formate